2,2-bis[4-(4-Aminophenoxy)-3-methylphenyl]propane NC1=CC=C(OC2=C(C=C(C=C2)C(C)(C)C2=CC(=C(C=C2)OC2=CC=C(C=C2)N)C)C)C=C1